cyclohexane-1-ol C1(CCCCC1)O